N-ethoxy-6-((6-fluoro-5-meth-yl-pyridin-3-yl)amino)-4-((3-(5-fluoropyrimidin-2-yl)-2-methoxyphenyl)amino)nicotinamide C(C)ONC(C1=CN=C(C=C1NC1=C(C(=CC=C1)C1=NC=C(C=N1)F)OC)NC=1C=NC(=C(C1)C)F)=O